7-[(dimethylamino)methyl]-5-[[4-(2-methylpropyloxy)phenyl]methyl]-5-azaspiro[2.5]octane-6-one CN(C)CC1C(N(CC2(CC2)C1)CC1=CC=C(C=C1)OCC(C)C)=O